Methyl 1-(4-(tert-butyl) benzyl)-5-hydroxy-2-oxo-2,3-dihydro-1H-benzo[b]azepine-4-carboxylate C(C)(C)(C)C1=CC=C(CN2C3=C(C(=C(CC2=O)C(=O)OC)O)C=CC=C3)C=C1